methyl 5-(1-(adamantan-1-ylmethyl)-5-methyl-1H-pyrazol-4-yl)-1-(6-chloro-5-methylpyridin-3-yl)-1H-pyrrolo[2,3-b]pyridine-4-carboxylate C12(CC3CC(CC(C1)C3)C2)CN2N=CC(=C2C)C2=C(C3=C(N=C2)N(C=C3)C=3C=NC(=C(C3)C)Cl)C(=O)OC